NC1=NC=2C=C(C(=CC2C2=C1COC2)C(=O)N(C)[C@@H]2COCC1=C2C=CC(=C1)C#N)Cl 4-amino-7-chloro-N-((4S)-7-cyano-3,4-dihydro-1H-2-benzopyran-4-yl)-N-methyl-1,3-dihydrofuro[3,4-c]quinoline-8-carboxamide